NC=1C(=NC(=CN1)C1=NC(=NC=C1)N1CCOCC1)C(=O)NC1=NC=CC=C1N1CCC(CC1)N 3-Amino-N-(3-(4-aminopiperidin-1-yl)pyridin-2-yl)-6-(2-morpholinopyrimidin-4-yl)pyrazin-2-carboxamid